(1R,4R)-4-((5-(tert-butylamino)-2-(1-(tetrahydro-2H-pyran-2-yl)-1H-pyrazol-5-yl)thieno[3,2-b]pyridin-7-yl)amino)cyclohexanol C(C)(C)(C)NC1=CC(=C2C(=N1)C=C(S2)C2=CC=NN2C2OCCCC2)NC2CCC(CC2)O